tert-butyl-rel-(6S,7S)-7-({2-fluoro-2-hydroxy-[1,1-biphenyl]-3-yl}methyl)-2-oxo-4-oxa-1,8-diazaspiro[5.5]undecane-8-carboxylate C(C)(C)(C)OC(=O)N1[C@H]([C@]2(COCC(N2)=O)CCC1)CC1C(C(=CC=C1)C1=CC=CC=C1)(O)F |o1:8,9|